N(=[N+]=[N-])CCOCCOCCOCCOCCOCCOCCOCCOCCC(=O)NCCC1=CC=C(C=C1)O 1-azido-N-(4-hydroxyphenethyl)-3,6,9,12,15,18,21,24-octaoxaheptacosan-27-amide